(S)-3-(Boc-amino)-4-(2-naphthyl)butyric acid C(=O)(OC(C)(C)C)N[C@H](CC(=O)O)CC1=CC2=CC=CC=C2C=C1